ClC1=NC=C(C(=O)O)C(=C1)NC 6-chloro-4-(methylamino)nicotinic acid